(1R,3aR,5aR,7S,9aS,11aR)-1-[(2R)-4-Formylbutan-2-yl]-3a,6,6,9a,11a-pentamethyl-2,3,3a,4,5,5a,6,7,8,9,9a,10,11,11a-tetradecahydro-1H-cyclopenta[2,1-i]phenanthren-7-yl acetate C(C)(=O)O[C@@H]1C([C@@H]2CCC=3[C@]4([C@](CCC3[C@]2(CC1)C)([C@H](CC4)[C@H](C)CCC=O)C)C)(C)C